2-amino-5-bromo-3-iodo-N-methyl-benzamide NC1=C(C(=O)NC)C=C(C=C1I)Br